S(=O)(=O)(O)C1=CC=C(C)C=C1.[N+](=O)([O-])CCN nitroethylamine tosylate